4-(6-(4-(2-hydroxypropane-2-yl)piperidin-1-yl)-5-nitro-2H-indazol-2-yl)-2-methylbutan-2-ol OC(C)(C)C1CCN(CC1)C=1C(=CC2=CN(N=C2C1)CCC(C)(O)C)[N+](=O)[O-]